N-((4R*,5R*)-3-((R)-1-(((S)-tert-butylsulfinyl)amino)ethyl)-7-ethyl-4-(4-fluorophenyl)-6-oxo-1-phenyl-4,5,6,7-tetrahydro-1H-pyrazolo[3,4-b]pyridine-5-yl)-3-(trifluoromethyl)benzamide C(C)(C)(C)[S@](=O)N[C@H](C)C1=NN(C=2N(C([C@@H]([C@@H](C21)C2=CC=C(C=C2)F)NC(C2=CC(=CC=C2)C(F)(F)F)=O)=O)CC)C2=CC=CC=C2 |o1:15,16|